C1(=CC=CC2=CC(=C(C=C12)C(=O)O)C(=O)O)C(=O)O 1,6,7-naphthalenetricarboxylic acid